N-(2-((2,5-dichloropyrimidin-4-yl)amino)-6-ethylphenyl)methanesulfonamide ClC1=NC=C(C(=N1)NC1=C(C(=CC=C1)CC)NS(=O)(=O)C)Cl